3-(trifluoromethyl)-4-methylphenyl-boronic acid FC(C=1C=C(C=CC1C)B(O)O)(F)F